1-(3,4-difluorophenyl)-3-(3-fluoro-5-(quinoxaline-6-carbonyl)phenyl)urea FC=1C=C(C=CC1F)NC(=O)NC1=CC(=CC(=C1)C(=O)C=1C=C2N=CC=NC2=CC1)F